C(C)C1CC=2C(C3=CC=CC=C3CC2CC1)=O 2-ethyl-tetrahydroanthrone